ethanoxy ether C(C)OOOCC